4-methoxy-1H-pyrrolo[2,3-b]pyridine-2-carbonyl chloride COC1=C2C(=NC=C1)NC(=C2)C(=O)Cl